2,6-bis((4S,5R)-4,5-dihydro-4,5-diphenyloxazol-2-yl)pyridine C1(=CC=CC=C1)[C@@H]1N=C(O[C@@H]1C1=CC=CC=C1)C1=NC(=CC=C1)C=1O[C@@H]([C@@H](N1)C1=CC=CC=C1)C1=CC=CC=C1